ClC=1C=CC(=C(C1)CC(=O)NC1=CCN(C=C1)C1(CCOCC1)C)O 4-[[2-(5-Chloro-2-hydroxyphenyl)acetyl]amino]-N-(4-methyltetrahydropyran-4-yl)pyridin